FC(OC1=C(C=C(C=N1)N1CCCCC1)C)F 1-(6-(difluoromethoxy)-5-methylpyridin-3-yl)piperidin